BrC=1C=CC2=C(C(=NCC=3N2C=C(N3)C(=O)O)C3=C(C=CC=C3F)F)C1Cl 8-bromo-7-chloro-6-(2,6-difluorophenyl)-4H-benzo[f]imidazo[1,2-a][1,4]diazepine-2-carboxylic acid